C(C=C)OC1=C(CN2CCN(CC2)C=2C=CC3=C(C=C(O3)C(=O)O)C2Br)C=CC=C1 5-[4-(2-allyloxy-benzyl)-piperazin-1-yl]-4-bromo-benzofuran-2-carboxylic acid